3-(N,N-dimethyloctylammonio)propanesulfonate C[N+](C)(CCCS(=O)(=O)[O-])CCCCCCCC